C(C1=CC=CC=C1)OC1=C(C=NC=C1)C1=NC=CC(=N1)N (4-(benzyloxy)pyridin-3-yl)pyrimidin-4-amine